1-dodecylsulfonic acid hydroxysodium salt O[Na].C(CCCCCCCCCCC)S(=O)(=O)O